allyloxy (triethoxy)methyl ether C(C)OC(OCC)(OCC)OOCC=C